FC=1C(=NC(=NC1)N1CC2CN(C2C1)C)N1CC(C1)C(=O)NCC1=CN=C2N1C=CC=C2 1-(5-fluoro-2-{6-methyl-3,6-diazabicyclo[3.2.0]hept-3-yl}pyrimidin-4-yl)-N-{imidazo[1,2-a]pyridin-3-ylmethyl}azetidine-3-carboxamide